N1C=NC2=C1C=CC(=C2)N2C(OC[C@H]2C2=C(C=C(C=C2)OCC(C)(F)F)F)=O (R)-3-(1H-Benzo[d]imidazol-5-yl)-4-(4-(2,2-difluoropropoxy)-2-fluorophenyl)oxazolidin-2-on